(4S,6S)-2-(difluoromethylsulfonyl)-4-fluoro-6-phenyl-5,6-dihydro-4H-pyrrolo[1,2-b]pyrazole FC(S(=O)(=O)C=1C=C2N(N1)[C@@H](C[C@@H]2F)C2=CC=CC=C2)F